C(C)O[Si](CCCCCCCCCC1=CC(=NC=C1)C1=NC=CC(=C1)C)(C)C 4-(9-(ethoxydimethylsilyl)nonyl)-4'-methyl-2,2'-bipyridine